ClC1=CC(=C(C2=CC=CC=C12)C#N)C1=CC=NN1C 4-chloro-2-(1-methyl-1H-pyrazol-5-yl)-1-naphthonitrile